CC1(OB(OC1(C)C)/C=C/COCCCC(=O)OCC)C Ethyl 4-[(E)-3-(4,4,5,5-tetramethyl-1,3,2-dioxaborolan-2-yl)allyloxy]butanoate